methylvinylbis(3-methyl-1-butyn-3-oxy)silane bis{3,4,6-trichloro-2-[(2-methylpentyloxy)carbonyl]phenyl}oxalate ClC=1C(=C(C(=CC1Cl)Cl)OC(C(=O)OC1=C(C(=C(C=C1Cl)Cl)Cl)C(=O)OCC(CCC)C)=O)C(=O)OCC(CCC)C.CC=C[SiH](OC(C#C)(C)C)OC(C#C)(C)C